NCCCOC=1C=C(C=NC1)C1=CC2=C(C=C1OC)OCC1=C2N(N=C1C(=O)N1CCN(CCC1)C(=O)C1CCC1)C=1SC=CC1 (8-(5-(3-aminopropoxy)pyridin-3-yl)-7-methoxy-1-(thiophen-2-yl)-1,4-dihydrochromeno[4,3-c]pyrazol-3-yl)(4-(cyclobutanecarbonyl)-1,4-diazepan-1-yl)methanone